C(C)(C)(C)NC(C)C N-tert-butyl-N-isopropylamine